2-((7-methyl-5-(methylsulfonyl)-1H-indol-4-yl)-methyl)-2H-pyrazolo[3,4-b]pyridine-6-carbonitrile CC=1C=C(C(=C2C=CNC12)CN1N=C2N=C(C=CC2=C1)C#N)S(=O)(=O)C